C(C)(C)(C)OC(=O)N[C@H](COC=1C=C(C(=NC1)Cl)C(=O)OC)C methyl 5-[(2S)-2-(tert-butoxycarbonylamino)propoxy]-2-chloro-pyridine-3-carboxylate